CC1=C(C=CC(=N1)NC(C)CC(C)C)NC1=CC=CC=C1 6-methyl-N2-(4-methylpentan-2-yl)-N5-phenylpyridine-2,5-diamine